methyl 5-oxo-6-((2-(trimethylsilyl) ethoxy) methyl)-6-azaspiro[3.4]octane-2-carboxylate O=C1C2(CC(C2)C(=O)OC)CCN1COCC[Si](C)(C)C